5-(3-Methoxyphenyl)-N-(3-(3,3,3-trifluoro-2-hydroxy-2-methylpropyl)-1,2,4-thiadiazol-5-yl)furan-3-carboxamide COC=1C=C(C=CC1)C1=CC(=CO1)C(=O)NC1=NC(=NS1)CC(C(F)(F)F)(C)O